8-Chloro-2-(1-(1-(ethylsulfonyl)azetidin-3-yl)-1H-pyrazol-4-yl)-7-((2-methyl-1-((2-(trimethylsilyl)ethoxy)methyl)-1H-benzo[d]imidazol-6-yl)oxy)quinoxaline ClC=1C(=CC=C2N=CC(=NC12)C=1C=NN(C1)C1CN(C1)S(=O)(=O)CC)OC=1C=CC2=C(N(C(=N2)C)COCC[Si](C)(C)C)C1